tert-butyl (2-(4-(3-isopropyl-4-oxo-7-(1-trityl-1H-imidazol-4-yl)-3,4-dihydroimidazo[2,1-f][1,2,4]triazin-2-yl)-1H-pyrazol-1-yl)ethyl)carbamate C(C)(C)N1C(=NN2C(C1=O)=NC=C2C=2N=CN(C2)C(C2=CC=CC=C2)(C2=CC=CC=C2)C2=CC=CC=C2)C=2C=NN(C2)CCNC(OC(C)(C)C)=O